1-cyclohexylethanol C1(CCCCC1)C(C)O